N-(tert-butyldimethylsilyl)-2-methyl-4-[4-(trifluoromethyl)phenyl]pyrazolo[4,3-b]indole-7-sulfonamide [Si](C)(C)(C(C)(C)C)NS(=O)(=O)C1=CC=2C=3C(N(C2C=C1)C1=CC=C(C=C1)C(F)(F)F)=CN(N3)C